1-[3-bromo-5-(trifluoromethyl)-2-pyridinyl]-4-methyl-piperazine BrC=1C(=NC=C(C1)C(F)(F)F)N1CCN(CC1)C